NC=1C=CC(=C2CN(C(C12)=O)CC(C(=O)N)=C)C1=CC(=C(C=C1)O)C(C1=CC=CC=C1)=O 2-{[7-amino-4-(3-benzoyl-4-hydroxyphenyl)-1-oxo-2,3-dihydro-1H-isoindol-2-yl]methyl}prop-2-enamide